ClC=1C=CC(=C(C1)C1=C2C(=NC(=C1)C)C(=CS2)C(=O)O)OCCN2C(=NC1=CC(=C(C(=C1C2=O)C#N)CN2CCN(CC2)C)C(F)(F)F)C 7-(5-chloro-2-(2-(5-cyano-2-methyl-6-((4-methylpiperazin-1-yl)methyl)-4-oxo-7-(trifluoromethyl)quinazolin-3(4H)-yl)ethoxy)phenyl)-5-methylthieno[3,2-b]pyridine-3-carboxylic acid